C(C)(C)(C)OC(=O)N1CCC(CC1)OC1=CC(=NC2=CC=C(C=C12)OC)C 4-((6-methoxy-2-methylquinolin-4-yl)oxy)piperidine-1-carboxylic acid tert-butyl ester